BrC=1C=C(C(=NC1C)OC)C1CCN(CC1)C(=O)OC(C)(C)C tert-butyl 4-(5-bromo-2-methoxy-6-methylpyridin-3-yl)piperidine-1-carboxylate